2-(azepan-1-yl)-4-nitrobenzoic acid hydrochloride Cl.N1(CCCCCC1)C1=C(C(=O)O)C=CC(=C1)[N+](=O)[O-]